CC1(COC=2C1=N(C(=CC2)C(=O)OC)=O)C methyl 3,3-dimethyl-4-oxo-2H-4λ5-furo[3,2-b]pyridine-5-carboxylate